4-(7-((R)-3-aminopiperidine-1-yl)-3-(2-fluoro-4-((R)-3-methoxypyrrolidine-1-yl)phenyl)-3H-imidazo[4,5-b]pyridine-2-yl)-2-fluorobenzonitrile N[C@H]1CN(CCC1)C1=C2C(=NC=C1)N(C(=N2)C2=CC(=C(C#N)C=C2)F)C2=C(C=C(C=C2)N2C[C@@H](CC2)OC)F